N-methoxy-N-methyl-thiocarbamic acid methyl ester COC(N(C)OC)=S